1-methacryloxy-3-adamantanol C(C(=C)C)(=O)OC12CC3(CC(CC(C1)C3)C2)O